silicon oxide compound with lithium [Li].[Si]=O